(E)-3-(2-(pyridin-4-yl)vinyl)-1-((2-(trimethylsilyl)ethoxy)methyl)-1H-indazole-6-Carboxaldehyde N1=CC=C(C=C1)/C=C/C1=NN(C2=CC(=CC=C12)C=O)COCC[Si](C)(C)C